1-allyl-3-(triethoxysilyl)propyl-imidazole chloride [Cl-].C(C=C)C(CC[Si](OCC)(OCC)OCC)C=1NC=CN1